6-chloro-5-fluorospiro[benzo[d][1,3]oxazine-4,3'-pyrrolidin]-2(1H)-one ClC1=C(C2=C(NC(OC23CNCC3)=O)C=C1)F